ethyl (S)-2-(3-((6-((1-(3-(tert-butyl)phenyl)ethyl)carbamoyl)-1,2-dimethyl-1H-indol-3-yl)methyl)phenoxy)-2-methylpropanoate C(C)(C)(C)C=1C=C(C=CC1)[C@H](C)NC(=O)C1=CC=C2C(=C(N(C2=C1)C)C)CC=1C=C(OC(C(=O)OCC)(C)C)C=CC1